(cyclopropanecarbonyl)-3-(1-methyl-1H-pyrazol-4-yl)-3,6-diazabicyclo[3.2.1]octan C1(CC1)C(=O)C12CN(CC(NC1)C2)C=2C=NN(C2)C